4-vinylbenzyl-trimethylammonium bromide [Br-].C(=C)C1=CC=C(C[N+](C)(C)C)C=C1